OC1=C(C2=C(C=3CCCOC13)C(=C(C(O2)=O)CC(N2CC1(CC1)CC2)=O)C)C=O 6-hydroxy-1-methyl-3-oxo-2-(2-oxo-2-(5-azaspiro[2.4]hept-5-yl)ethyl)-3,8,9,10-tetrahydropyrano[3,2-f]chromen-5-carbaldehyde